N1=C(C=CC=C1)NC(=O)[C@H]1CC12CCN(CC2)C(=O)OC(C(F)(F)F)C(F)(F)F 1,1,1,3,3,3-Hexafluoropropan-2-yl (S)-1-(pyridin-2-ylcarbamoyl)-6-azaspiro[2.5]octan-6-carboxylat